(R)-N-(1-(3-((5-bromopyrimidin-2-yl)amino)pyrrolidin-1-yl)phthalazin-6-yl)acrylamide formate C(=O)O.BrC=1C=NC(=NC1)N[C@H]1CN(CC1)C1=NN=CC2=CC(=CC=C12)NC(C=C)=O